[Na+].[F-] fluoride sodium salt